2-(8-oxa-3-azabicyclo[3.2.1]octan-3-yl)benzo[d]oxazol-6-amine C12CN(CC(CC1)O2)C=2OC1=C(N2)C=CC(=C1)N